C1(=CC=CC=C1)C1=C2C(=C(C=3C=4C=CC(=C5C=CC=C(C13)C54)B5OC(C(O5)(C)C)(C)C)C5=CC=CC=C5)C=CC=C2 2-(7,12-diphenylbenzo[k]fluoranthen-3-yl)-4,4,5,5-tetramethyl-1,3,2-dioxaborolan